C(CCCCCCCCCCC\C=C/CCCCCCCC)OC(CCCCCCCCCCCCCCCCC)=O Erucylstearat